NC=1C=C2C=CN(C(C2=CC1)=O)COCC[Si](C)(C)C 6-amino-2-((2-(trimethylsilyl)ethoxy)methyl)isoquinolin-1(2H)-one